1-[4-[4-[4-[[2-(3,3-difluoropyrrolidin-1-yl)-4-pyridyl]oxy]-2-fluoro-anilino]-1H-pyrazolo[3,4-d]pyrimidin-3-yl]-1-piperidyl]prop-2-en-1-one FC1(CN(CC1)C1=NC=CC(=C1)OC1=CC(=C(NC2=C3C(=NC=N2)NN=C3C3CCN(CC3)C(C=C)=O)C=C1)F)F